BrC1=CC(=CC2=C1N(C=N2)COCC[Si](C)(C)C)S(=O)(=O)N2CCC(CC2)C2=CC=CC=C2 2-[[7-bromo-5-[(4-phenyl-1-piperidyl)sulfonyl]benzimidazol-1-yl]methoxy]ethyl-trimethyl-silane